ethyl 3,7,11-trimethyl-2,4-dodecadienoate CC(=CC(=O)OCC)C=CCC(CCCC(C)C)C